CC1=C(C(=O)P(C2=C(C=C(C=C2)OCCCCC)OCCCCC)(C(C2=C(C=C(C=C2C)C)C)=O)=O)C(=CC(=C1)C)C bis(2,4,6-trimethyl-benzoyl)-2,4-dipentoxyphenylphosphine oxide